imidazole-2,5-dione N1C(N=CC1=O)=O